O=C1NC(CCC1N1C(C2=CC=C(C(=C2C1)F)NC(OC(C)(C)C)=O)=O)=O tert-butyl (2-(2,6-dioxopiperidin-3-yl)-4-fluoro-1-oxoisoindolin-5-yl)carbamate